NC1=C(C(=O)NC(C(=O)OCC)C2=C(C=CC(=C2)F)OCOC)C=C(C=C1)Br Ethyl 2-[(2-amino-5-bromo-benzoyl)amino]-2-[5-fluoro-2-(methoxymethoxy)phenyl]-acetate